C(C)(C)(C)OC(NC1=NC(=NS1)\C=C\C1=CC=CC=C1)=O (E)-(3-styryl-1,2,4-thiadiazol-5-yl)carbamic acid tert-butyl ester